CC1=CC=C(CNC(CC2=CC=C(C=C2)NCC2=CC(=CC=C2)C)=O)C=C1 N-(4-methylbenzyl)-2-(4-((3-methylbenzyl)amino)phenyl)acetamide